(2R,3R,5S)-5-methyl-2-((((CIS)-4-phenylcyclohexyl)oxy)methyl)-3-(1-((2-(trimethylsilyl)ethoxy)methyl)-1H-pyrazol-5-yl)piperidine C[C@H]1C[C@H]([C@@H](NC1)CO[C@@H]1CC[C@@H](CC1)C1=CC=CC=C1)C1=CC=NN1COCC[Si](C)(C)C